(E)-bis(4-((7-chloro-2,3,4,5-tetrahydro-5-hydroxy-1H-1-benzazepin-1-yl)carbonyl)-3-methylphenyl)oxamide ClC=1C=CC2=C(C(CCCN2C(=O)C2=C(C=C(C=C2)NC(C(NC2=CC(=C(C=C2)C(=O)N2CCCC(C3=C2C=CC(=C3)Cl)O)C)=O)=O)C)O)C1